BrC=1C(=NC=CC1)OC1CCOCC1 3-bromo-2-tetrahydropyran-4-yloxy-pyridine